isobutyl (2S,5R,6R)-3,3-dimethyl-7-oxo-6-(2-phenylacetamido)-4-thia-1-azabicyclo[3.2.0]heptane-2-carboxylate CC1([C@@H](N2C([C@H]([C@H]2S1)NC(CC1=CC=CC=C1)=O)=O)C(=O)OCC(C)C)C